N-(3-(dimethylamino)propyl)-3-(1-((4-methoxybenzyl)amino)isoquinolin-7-yl)benzo[b]thiophene-6-carboxamide CN(CCCNC(=O)C=1C=CC2=C(SC=C2C2=CC=C3C=CN=C(C3=C2)NCC2=CC=C(C=C2)OC)C1)C